(2S,3S)-3-hydroxy-2-phenyl-1-{2-[1-(2,2,2-trifluoroethyl)pyrazol-4-ylsulfonyl]-4H,6H-pyrrolo[3,4-c]pyrazol-5-yl}butan-1-one O[C@H]([C@@H](C(=O)N1CC2=NN(C=C2C1)S(=O)(=O)C=1C=NN(C1)CC(F)(F)F)C1=CC=CC=C1)C